2-oxo-N-(1H-pyrazolo[4,3-c]pyridin-7-yl)-2-[(2R,5S)-5-methyl-2-[2-(1-methylazetidin-3-yl)-1,3-benzothiazol-5-yl]-1-piperidyl]acetamide O=C(C(=O)NC=1C2=C(C=NC1)C=NN2)N2[C@H](CC[C@@H](C2)C)C=2C=CC1=C(N=C(S1)C1CN(C1)C)C2